O=C1C=CC(=CN1C1=CC=CC=C1)NC(=O)C1(CC1)C1=CC=CC=C1 N-(6-oxo-1-phenyl-1,6-dihydropyridin-3-yl)-1-phenylcyclopropane-1-carboxamide